CN(C1=CC=C(C(=O)N[C@@H](CCC(=O)O)C(=O)O)C=C1)CC1=CN=C2N=C(N)NC(=O)C2=N1 10-methyl-pteroylglutamic acid